methylperoxy-2-ethylhexanoic acid COOC(C(=O)O)(CCCC)CC